benzyl 4,5-bis(benzyloxy)-2-methylbenzoate C(C1=CC=CC=C1)OC1=CC(=C(C(=O)OCC2=CC=CC=C2)C=C1OCC1=CC=CC=C1)C